(3S)-3-[1-oxo-5-[4-[[1-[4-[7-(2,2,2-trifluoroethyl)-3,8,9,10-tetrahydrocyclohepta[e]indazol-6-yl]phenyl]-4-piperidyl]methyl]piperazin-1-yl]isoindolin-2-yl]piperidine-2,6-dione O=C1N(CC2=CC(=CC=C12)N1CCN(CC1)CC1CCN(CC1)C1=CC=C(C=C1)C1=C(CCCC=2C=3C=NNC3C=CC21)CC(F)(F)F)[C@@H]2C(NC(CC2)=O)=O